C(C)C=1N=C2SC(=NN2C1N(C=1SC(=C(N1)C1=CC=C(C=C1)F)C#N)C)N1CCN(CC1)CC(=O)N1CC(C1)O 2-{[6-ethyl-2-(4-(2-(3-hydroxyazetidin-1-yl)-2-oxoethyl)piperazin-1-yl)imidazo[2,1-b][1,3,4]thiadiazol-5-yl](methyl)amino}-4-(4-fluorophenyl)thiazole-5-carbonitrile